O=C[C@H](O)[C@@H](O)[C@H](O)CO |r| D,L-xylose